2-(2,3,4,5-tetrakis(3-(tert-butyl)-9H-carbazol-9-yl)-6-(pyridin-4-yl)phenyl)benzo[d]thiazole C(C)(C)(C)C=1C=CC=2N(C3=CC=CC=C3C2C1)C1=C(C(=C(C(=C1N1C2=CC=CC=C2C=2C=C(C=CC12)C(C)(C)C)N1C2=CC=CC=C2C=2C=C(C=CC12)C(C)(C)C)N1C2=CC=CC=C2C=2C=C(C=CC12)C(C)(C)C)C1=CC=NC=C1)C=1SC2=C(N1)C=CC=C2